tert-butyl 3-(2,7-dichloro-8-fluoropyrido[4,3-d]pyrimidin-4-yl)-1-(methoxymethyl)-3,8-diazabicyclo[3.2.1]octan-8-carboxylate ClC=1N=C(C2=C(N1)C(=C(N=C2)Cl)F)N2CC1(CCC(C2)N1C(=O)OC(C)(C)C)COC